CN1C(CCC1)C=1C=CC(NC1)=O 5-(1-methylpyrrolidin-2-yl)-2-oxopyridin